t-butyl-1,3,4,5-tetrahydro-2H-pyridine C(C)(C)(C)N1CCCCC1